Methyl 2-(1-(4-(6-((4-cyano-2-fluorobenzyl)oxy)pyridin-2-yl)piperidin-1-yl)ethyl)-4-methoxy-1-(((S)-oxetan-2-yl)methyl)-1H-benzo[d]imidazole-6-carboxylate C(#N)C1=CC(=C(COC2=CC=CC(=N2)C2CCN(CC2)C(C)C2=NC3=C(N2C[C@H]2OCC2)C=C(C=C3OC)C(=O)OC)C=C1)F